N,2,5-trimethyl-N-(4-methylbenzyl)benzamide CN(C(C1=C(C=CC(=C1)C)C)=O)CC1=CC=C(C=C1)C